O1[C@H]([C@H]([C@H]([C@@H](C1)C1=C(C(=O)[O-])C=C(C(=C1OC(C1=CC(=C(C(=C1)OC(C1=CC(=C(C(=C1)O)O)O)=O)O)O)=O)O)O)C1=C(C(=O)[O-])C=C(C(=C1OC(C1=CC(=C(C(=C1)OC(C1=CC(=C(C(=C1)O)O)O)=O)O)O)=O)O)O)C1=C(C(=O)[O-])C=C(C(=C1OC(C1=CC(=C(C(=C1)OC(C1=CC(=C(C(=C1)O)O)O)=O)O)O)=O)O)O)C1=C(C(=O)[O-])C=C(C(=C1OC(C1=CC(=C(C(=C1)OC(C1=CC(=C(C(=C1)O)O)O)=O)O)O)=O)O)O (2R,3R,4S,5R)-tetrahydro-2H-pyran-2,3,4,5-tetrayltetrakis(3-((3,4-dihydroxy-5-((3,4,5-trihydroxybenzoyl) oxy) benzoyl) oxy)-4,5-dihydroxybenzoate)